CS(=O)(=O)C1=NC=C(C=N1)C(=O)O 2-(methylsulfonyl)pyrimidine-5-formic acid